C(C)OC(=O)C1=CN=CN1 1H-imidazole-5-carboxylic acid ethyl ester